BrC=1C2=C(C=3C(=NC(=NC3C1)OC[C@]13CCCN3C[C@@H](C1)F)N1C[C@H]3CC[C@@H](C1)N3C(=O)OC(C)(C)C)C=C(O2)C tert-Butyl (1R,5S)-3-(6-bromo-3-(((2R,7aS)-2-fluorotetrahydro-1H-pyrrolizin-7a(5H)-yl)methoxy)-8-methylfuro[3,2-f]quinazolin-1-yl)-3,8-diazabicyclo[3.2.1]octane-8-carboxylate